2-(piperidin-3-ylamino)benzoic acid N1CC(CCC1)NC1=C(C(=O)O)C=CC=C1